(S)-3-((2-((S)-1-amino-5-(tert-butoxy)-1,5-dioxopent-2-yl)-1-oxoisoindolin-5-yl)oxy)pyrrolidine-1-carboxylic acid benzyl ester C(C1=CC=CC=C1)OC(=O)N1C[C@H](CC1)OC=1C=C2CN(C(C2=CC1)=O)[C@H](C(=O)N)CCC(=O)OC(C)(C)C